4-bromo-2-(3-methoxyphenyl)-5-methyl-1H-pyrrole-3-carboxylic acid BrC=1C(=C(NC1C)C1=CC(=CC=C1)OC)C(=O)O